(R)-1-(3-(3-(4-amino-1,3,5-triazin-2-yl)-5-chlorophenyl)morpholino)prop-2-en-1-one NC1=NC(=NC=N1)C=1C=C(C=C(C1)Cl)[C@@H]1COCCN1C(C=C)=O